CN1N=NN=C1NC(C1=C(C=C(C=C1)C(F)(F)F)S(=O)(=O)C)=O N-(1-methyl-tetrazol-5-yl)-2-methanesulfonyl-4-trifluoromethylbenzamide